CC1CC(NC2=CC=CC=C12)=O 4-methyl-2-oxo-1,2,3,4-tetrahydroquinoline